ClC1=CC=C(C=C1)/C=C/C(=O)C1=CC=C(C=C1)S(=O)(=O)NCC(=O)O 2-[[4-[(E)-3-(4-Chlorophenyl)prop-2-enoyl]phenyl]sulfonylamino]acetic acid